N[C@@H]1CN(CC[C@H]1F)C1=NC2=C(N1CC(=O)N(CC=1SC=CC1)C1CS(CC1)(=O)=O)C=C(C(=C2)F)F 2-(2-((3R,4R)-3-Amino-4-fluoropiperidin-1-yl)-5,6-difluoro-1H-benzo[d]imidazol-1-yl)-N-(1,1-dioxidotetrahydrothiophen-3-yl)-N-(thiophen-2-ylmethyl)acetamid